(3S,4S) or (3R,4R)-6-chloro-7-[3-fluoro-1-(oxetan-3-yl)piperidin-4-yl]-N-(3-methyl-1,2-thiazol-5-yl)quinazolin-2-amine ClC=1C=C2C=NC(=NC2=CC1[C@H]1[C@@H](CN(CC1)C1COC1)F)NC1=CC(=NS1)C |o1:11,12|